(3S,10S)-7-((3S,5R)-4-Acryloyl-3,5-dimethylpiperazin-1-yl)-10-(5-amino-2,4-difluorophenyl)-3-(methoxymethyl)-9-(trifluoromethyl)-2,3-dihydro-5H-[1,4]thiazino[2,3,4-ij]quinazolin-5-one C(C=C)(=O)N1[C@H](CN(C[C@H]1C)C1=NC(N2C3=C(C(=C(C=C13)C(F)(F)F)C1=C(C=C(C(=C1)N)F)F)SC[C@@H]2COC)=O)C